ON1C(=NC(=C1C(=O)OCC)C)C1=CC(=CC=C1)C1=NOC(N1)=O ethyl 1-hydroxy-4-methyl-2-[3-(5-oxo-4,5-dihydro-1,2,4-oxadiazol-3-yl)phenyl]-1H-imidazole-5-carboxylate